NC=1C(=C2CC(CC2=CC1)NC(OC(C)(C)C)=O)C tert-butyl (5-amino-4-methyl-2,3-dihydro-1H-inden-2-yl)carbamate